C[C@H]1CN(CCN1C)C=1C=CC2=C(C1C)OC(C=1CN(CCC12)C(=O)C1=CC(=C(C=C1)NS(=O)(=O)CC)OC(F)(F)F)=O (S)-N-(4-(8-(3,4-dimethylpiperazin-1-yl)-7-methyl-5-oxo-1,3,4,5-tetrahydro-2H-chromeno[3,4-c]pyridine-3-carbonyl)-2-(trifluoromethoxy)phenyl)ethanesulfonamide